2-[2'-hydroxy-5'-tert-butyl-3'-(methacryloyloxyethyl)phenyl]-5-chloro-2H-benzotriazole OC1=C(C=C(C=C1CCOC(C(=C)C)=O)C(C)(C)C)N1N=C2C(=N1)C=CC(=C2)Cl